(1R,4R,7R)-2-{2-[1-(cyclopropylmethyl)-1H-pyrrolo[2,3-b]pyridin-2-yl]-7-methoxy-1-[(1s,3s)-3-aminocyclobutyl]-1H-1,3-benzodiazole-5-carbonyl}-2-azabicyclo[2.2.1]heptan-7-amine C1(CC1)CN1C(=CC=2C1=NC=CC2)C2=NC1=C(N2C2CC(C2)N)C(=CC(=C1)C(=O)N1[C@@H]2CC[C@H](C1)[C@H]2N)OC